C(#N)C=1C=C(COC2=CC=C(C=C2)NC2=NC=NC3=CC=C4C(=C23)OCCN4)C=CC1 N-(4-(3-cyanobenzyloxy)phenyl)-3,4-dihydro-2H-[1,4]oxazino[2,3-f]quinazolin-10-amine